17-((R)-5-(2H-tetrazol-5-yl) pentan-2-yl)-10,13-dimethylhexadecahydro-1H-cyclopenta[a]phenanthrene-3,7-diyl diacetate C(C)(=O)OC1CCC2(C3CCC4(C(CCC4C3C(CC2C1)OC(C)=O)[C@H](C)CCCC=1N=NNN1)C)C